hexafluoro-1,3-dibromopropane FC(C(C(Br)(F)F)(F)F)(Br)F